CC1=C(C=CC(=C1)C1=NC2=CC=C(C=C2C=N1)C(F)(F)F)N1CCOC2=C(C1=O)N(N=C2)C2OCCCC2 7-(2-methyl-4-(6-(trifluoromethyl)quinazolin-2-yl)phenyl)-1-(tetrahydro-2H-pyran-2-yl)-6,7-dihydro-1H-pyrazolo[3,4-f][1,4]oxazepin-8(5H)-one